1,4,7-trimethyl-1,4,7-triazacycloundecane CN1CCN(CCN(CCCC1)C)C